N-(3-(3-(2,6-dioxo-piperidin-3-yl)benzofuran-5-yl)prop-2-yn-1-yl)-5-(5-((7-isopropyl-1,3-dimethyl-2-oxo-2,3-dihydro-1H-benzo[d]imidazol-5-yl)(methyl)amino)pyrimidin-2-yl)picolinamide O=C1NC(CCC1C1=COC2=C1C=C(C=C2)C#CCNC(C2=NC=C(C=C2)C2=NC=C(C=N2)N(C)C2=CC1=C(N(C(N1C)=O)C)C(=C2)C(C)C)=O)=O